4-(2-chloro-3-fluorophenyl)-2-(thiazol-2-yl)-1,4-dihydropyrimidine-5-carboxylate ClC1=C(C=CC=C1F)C1N=C(NC=C1C(=O)[O-])C=1SC=CN1